ClC=1C=C(CN2CCCC23CCN(CC3)C(=O)N3N=C(C=C3)C(=O)O)C=C(C1)N1CCCC1 1-(1-(3-chloro-5-(pyrrolidin-1-yl)benzyl)-1,8-diazaspiro[4.5]decane-8-carbonyl)-1H-pyrazole-3-carboxylic acid